N1(N=CN=C1)CC1CC2(CC(C2)NC(=O)NCC2=CC=C(C=C2)Cl)C1 1-(6-((1H-1,2,4-triazol-1-yl)methyl)spiro[3.3]hept-2-yl)-3-(4-chlorobenzyl)urea